5-(3-((2-(difluoromethoxy)-6-methylpyridin-3-yl)carbamoyl)-3-(2-isopropylphenyl)azetidin-1-yl)-2,2-dimethyl-5-oxopentanoic acid FC(OC1=NC(=CC=C1NC(=O)C1(CN(C1)C(CCC(C(=O)O)(C)C)=O)C1=C(C=CC=C1)C(C)C)C)F